NCC=1C=C(C=CC1)N1N=C(C=C1C(=O)NC1=C(C=CC(=C1)C(C=1C=NC=CC1)NCC1CC1)F)C(F)(F)F 1-(3-(aminomethyl)phenyl)-N-(5-((cyclopropylmethylamino)(pyridin-3-yl)methyl)-2-fluorophenyl)-3-(trifluoromethyl)-1H-pyrazole-5-carboxamide